COC(=O)C1=C(N(C2=CC=CC=C12)[C@H](C)C1CCC2(OCCO2)CC1)COC(C)=O (R)-1-(1-(1,4-dioxaspiro[4.5]decan-8-yl)ethyl)-2-(acetoxymethyl)-1H-indole-3-carboxylic acid methyl ester